C(C)OC(CN(C(CC1CC1)=O)CC1=CC=CC=C1)=O N-benzyl-N-(2-cyclopropylacetyl)glycine ethyl ester